FC1(CCOCC1)CN (4-fluorotetrahydropyran-4-yl)methylamine